3-chloro-6-[(1R,5S)-3-oxabicyclo[3.1.0]hexan-6-yl]-2-[(2,3,6-trifluorophenyl)methyl]pyrazolo[3,4-d]pyridazin-7-one ClC=1N(N=C2C(N(N=CC21)C2[C@H]1COC[C@@H]21)=O)CC2=C(C(=CC=C2F)F)F